2-azido-3-(4-chloro-2-bromophenyl)acrylic acid ethyl ester C(C)OC(C(=CC1=C(C=C(C=C1)Cl)Br)N=[N+]=[N-])=O